N-(4-cyclobutyl-1-methyl-3-(1-methyl-1H-indazol-3-yl)-1H-pyrazol-5-yl)-2-(1-(trifluoromethyl)cyclopropyl)acetamide C1(CCC1)C=1C(=NN(C1NC(CC1(CC1)C(F)(F)F)=O)C)C1=NN(C2=CC=CC=C12)C